2-methyl-4-(N-morpholinyl)-6-(1-(tetrahydro-2H-pyran-2-yl)-1,6,7,8-tetrahydropyrano[2,3-f]indazol-3-yl)pyridazin-3(2H)-one CN1N=C(C=C(C1=O)N1CCOCC1)C1=NN(C2=CC3=C(C=C12)OCCC3)C3OCCCC3